C(=O)(O)C(C[C@H](N)C(=O)O)C(=O)O (γ-carboxy-glutamic acid)